FC1=CC(=C2C=C(N(C2=C1)CCNC1=CC(=NC(=N1)C)C1=CC(=C(S1)C(=O)O)C(F)(F)F)C)C 5-{6-[2-(6-Fluoro-2,4-dimethyl-indol-1-yl)-ethylamino]-2-methyl-pyrimidin-4-yl}-3-trifluoromethyl-thiophene-2-carboxylic acid